C1(=CC=CC=C1)COC1=C(C=C(C=O)C=C1)OCCC1=CC=CC=C1 4-(Phenylmethoxy)-3-phenethoxybenzaldehyde